N=1C=C(N2C1C=CC=C2)C(=O)N2CC1=C(CC2)C(=CS1)C(=O)NC1=CC(=CC(=C1)C(F)(F)F)CN1CCN(CC1)C 6-(imidazo[1,2-a]pyridine-3-carbonyl)-N-(3-((4-methylpiperazin-1-yl)methyl)-5-(trifluoromethyl)phenyl)-4,5,6,7-tetrahydrothieno[2,3-c]pyridine-3-carboxamide